ClC1=C(N(C(C2=C(C=CC=C12)COCC(CO)(C)C)=O)C1=CC=CC=C1)[C@H](C)NC=1C2=C(N=CN1)NC=CC2=O (S)-4-((1-(4-chloro-8-((3-hydroxy-2,2-dimethylpropoxy)methyl)-1-oxo-2-phenyl-1,2-dihydroisoquinolin-3-yl)ethyl)amino)pyrido[2,3-d]pyrimidin-5(8H)-one